C(C)(C)(C)OC(=O)N1C(C2=CC=C(C=C2CC1)O)CCC 6-hydroxy-1-propyl-3,4-dihydroisoquinoline-2(1H)-carboxylic acid tert-butyl ester